C(C(C)(C)C)(=O)N1CC2=C(CC1)N=C(S2)N2C1CN(CC2CC1)C(=O)OCC1=CC=CC=C1 benzyl 8-(5-pivaloyl-4,5,6,7-tetrahydrothiazolo[5,4-c]pyridin-2-yl)-3,8-diazabicyclo[3.2.1]octane-3-carboxylate